C(C1=CC=CC=C1)C([C@@H](C(=O)O)NC(=O)OC(C)(C)C)(C1=CC=C(O)C(O)=C1)CC1=CC=CC=C1 Dibenzyl-Boc-L-DOPA